3-Hydroxy-1'-((2-(trimethylsilyl)ethoxy)methyl)spiro[cyclopentane-1,3'-pyrrolo[2,3-b]pyridine] OC1CC2(CN(C3=NC=CC=C32)COCC[Si](C)(C)C)CC1